(3R)-3-[(2S)-3-[5-(aminomethyl)-1-benzofuran-3-yl]-1-(tert-butyloxy)-1-oxopropan-2-yl]pyrrolidine-1-carboxylic acid tert-butyl ester C(C)(C)(C)OC(=O)N1C[C@H](CC1)[C@@H](C(=O)OC(C)(C)C)CC1=COC2=C1C=C(C=C2)CN